C(C=C)OC1=CC=C(OP2(=NP(=NP(=N2)(OC2=CC=C(C=C2)OCC=C)OC2=CC=C(C=C2)OCC=C)(OC2=CC=C(C=C2)OCC=C)OC2=CC=C(C=C2)OCC=C)OC2=CC=C(C=C2)OCC=C)C=C1 Hexakis(para-allyloxyphenoxy)cyclotriphosphazene